2'-(3,6-dihydro-2H-pyran-4-yl)-6',7'-dihydro-4'H-spiro[piperidine-4,8'-[1,2,4]triazolo[5,1-b]quinazolin]-9'(5'H)-one O1CCC(=CC1)C1=NN2C(NC=3CCCC4(C3C2=O)CCNCC4)=N1